(R)-3-hydroxy-4-(8-((1-methylpiperidin-3-yl)amino)pyrido[2,3-d]pyridazin-5-yl)benzonitrile OC=1C=C(C#N)C=CC1C1=C2C(=C(N=N1)N[C@H]1CN(CCC1)C)N=CC=C2